C(C1=CC=CC=C1)OC1=C(C(=NC(=C1)OCC1OCCCC1)CCC1=CC=C(C=C1)CCC)\C=C\C (E)-4-(benzyloxy)-3-(prop-1-en-1-yl)-2-(4-propylphenethyl)-6-((tetrahydro-2H-pyran-2-yl)methoxy)pyridine